C(\C=C\CCC)C1C(OC(C1)=O)=O 3-[(E)-hex-2-enyl]tetrahydrofuran-2,5-dione